2,6-dimethylterephthalic acid CC1=C(C(=O)O)C(=CC(=C1)C(=O)O)C